CCCCCCC=CCC=CCCCCC hexadeca-7,10-diene